6-((Trimethylsilyl)ethynyl)pyrazolo[1,5-a]pyridine C[Si](C)(C)C#CC=1C=CC=2N(C1)N=CC2